4,4'-carbonyl-diphthalic acid C(=O)(C=1C=C(C(C(=O)O)=CC1)C(=O)O)C=1C=C(C(C(=O)O)=CC1)C(=O)O